FC1=C(C=CC=C1)C1=C2N(C(=NC1=O)N[C@H]1[C@H](CC1)O)C=CC(=C2)C(F)(F)F 4-(2-Fluorophenyl)-1-(((1R,2S)-2-hydroxycyclobutyl)amino)-6-(trifluoromethyl)-3H-pyrido[1,2-c]Pyrimidine-3-one